5-((5-nitrothiazol-2-yl)thio)-4-phenyl-2,4-dihydro-3H-1,2,4-triazol-3-one [N+](=O)([O-])C1=CN=C(S1)SC=1N(C(NN1)=O)C1=CC=CC=C1